(2S,4r)-N-[1-(5-chloro-2,3-dihydrobenzofuran-7-yl)ethyl]-1-[(2S)-2-(4-cyclopropyltriazol-1-yl)-3,3-dimethyl-butyryl]-4-hydroxy-pyrrolidine-2-carboxamide ClC=1C=C(C2=C(CCO2)C1)C(C)NC(=O)[C@H]1N(C[C@@H](C1)O)C([C@H](C(C)(C)C)N1N=NC(=C1)C1CC1)=O